1-(3-hydroxy-2-oxopropyl)-3-(4-(2-(4-methoxyphenyl)propan-2-yl)thiazol-2-yl)urea OCC(CNC(=O)NC=1SC=C(N1)C(C)(C)C1=CC=C(C=C1)OC)=O